2-(2-((tert-butyldimethylsilyl)oxy)-1,1-difluoroethyl)-3-fluoro-4-iodopyridine [Si](C)(C)(C(C)(C)C)OCC(F)(F)C1=NC=CC(=C1F)I